C1=CC=CC=2C3=CC=CC=C3C(C12)COC(=O)N[C@H](C(=O)O)COCCC (2S)-2-(9H-fluoren-9-ylmethoxycarbonylamino)-3-propoxypropanoic acid